2-amino-4-chloro-5-(trifluoromethyl)benzoic acid methyl ester COC(C1=C(C=C(C(=C1)C(F)(F)F)Cl)N)=O